[O-]P([O-])(=O)OP(=O)([O-])[O-].[K+].[K+].[K+].[K+] Kalium pyrophosphat